C(C=C)(=O)NC(CN(C)C)(C)C (2-acrylamido-2-methylpropyl)-dimethylamine